bis(2-acryloyloxy ethyl) disulfide C(C=C)(=O)OCCSSCCOC(C=C)=O